C(CCCCCCCCC)(=O)OCCCCCCCC(CCCCCCCC(=O)[O-])=O 16-(decanoyloxy)-9-oxohexadecanoate